3-azabicyclo[3.1.0]hexane oxalate C(C(=O)O)(=O)O.C12CNCC2C1